N-(3-(((2-chloropyrimidin-4-yl)(methyl)amino)methyl)pyrazin-2-yl)-N-methylmethanesulfonamide ClC1=NC=CC(=N1)N(C)CC=1C(=NC=CN1)N(S(=O)(=O)C)C